FC1=CC=C(OC2=CC=C(C(=O)NCC(=O)N3CC4(OCCO4)CC3C(=O)OCC3=CC=CC=C3)C=C2)C=C1 benzyl 7-[2-[[4-(4-fluorophenoxy)benzoyl]amino]acetyl]-1,4-dioxa-7-azaspiro[4.4]nonane-8-carboxylate